D-Tartrate C(=O)([O-])[C@@H](O)[C@H](O)C(=O)[O-]